(1R,3S)-3-(3-{[(3-chloro-4-methylpyridin-2-yl)acetyl]amino}-1H-pyrazol-5-yl)cyclopentyl(1-methylcyclopropyl)carbamate ClC=1C(=NC=CC1C)CC(=O)NC1=NNC(=C1)[C@@H]1C[C@@H](CC1)N(C([O-])=O)C1(CC1)C